ethyl 7-(((tert-butoxycarbonyl)amino)methyl)-2-methyl-1H-benzo(d)imidazole-4-carboxylate C(C)(C)(C)OC(=O)NCC1=CC=C(C2=C1NC(=N2)C)C(=O)OCC